C1CC2(N3CCCC13CO)CC2 (tetrahydrospiro[cyclopropan-1,3'-pyrrolizin]-7a'(5'H)-yl)methanol